1-(tert-butyl)-N-((3-(8-(((3S,4R)-3-fluoro-1-methylpiperidin-4-yl)amino)-3-((R)-oxiran-2-yl)imidazo[1,2-a]pyridin-2-yl)-1,2,4-oxadiazol-5-yl)methyl)-1H-pyrrole-3-carboxamide C(C)(C)(C)N1C=C(C=C1)C(=O)NCC1=NC(=NO1)C=1N=C2N(C=CC=C2N[C@H]2[C@H](CN(CC2)C)F)C1[C@H]1OC1